4-((4-(4,4-dimethylcyclohexyl)phenyl)amino)-1-methylpiperidin-2-one CC1(CCC(CC1)C1=CC=C(C=C1)NC1CC(N(CC1)C)=O)C